6-bromo-7-methoxyimidazo[1,2-a]pyridine-3-methanol BrC=1C(=CC=2N(C1)C(=CN2)CO)OC